IC1=CC(=NC(=C1)N1CCOCC1)N[C@H]1COCCC1 4-iodo-6-(morpholin-4-yl)-N-[(3R)-oxacyclohexan-3-yl]pyridin-2-amine